C1(C=CCC(CCCCCCCCCCCCCC)O1)=O 2-nonadecene-5-olide